ethyl 4-(5-methoxy-6-methyl-6H-thieno[3,2-e]indol-2-yl)-4-oxobutanoate COC=1C=C2C(=C3C=CN(C13)C)C=C(S2)C(CCC(=O)OCC)=O